2-(2-((5-chloro-2-(1H-tetrazol-1-yl)phenyl)amino)-2-oxoacetamido)-3-(4-(4-cyanopiperidine-1-carboxamido)phenylpropionamido)benzoic acid tert-butyl ester C(C)(C)(C)OC(C1=C(C(=CC=C1)NC(CCC1=CC=C(C=C1)NC(=O)N1CCC(CC1)C#N)=O)NC(C(=O)NC1=C(C=CC(=C1)Cl)N1N=NN=C1)=O)=O